N1C=CC2=C1C=CC1=C3CCCCC3=C(N=C21)C2=CC=C(C=C2)O 4-(6,7,8,9-tetrahydro-1H-pyrrolo[2,3-c]phenanthridin-5-yl)phenol